5-Chloro-N-((2-(2,6-dioxopiperidin-3-yl)-1-oxoisoindolin-5-yl)methyl)-1H-indazole-3-carboxamid ClC=1C=C2C(=NNC2=CC1)C(=O)NCC=1C=C2CN(C(C2=CC1)=O)C1C(NC(CC1)=O)=O